CC1=C(N2C(=O)C3=C(N(C2=N1)C)N(C=N3)[C@H]4[C@@H]([C@@H]([C@H](O4)CO)O)O)CC[C@@H](C(=O)[O-])[NH3+] The molecule is an amino acid zwitterion obtained by transfer of a proton from the carboxy to the amino group of 7-(3-amino-3-carboxypropyl)wyosine 5'-monophosphate. It is a tautomer of a 7-(3-amino-3-carboxypropyl)wyosine 5'-monophosphate.